CN1N=C(C=C1)C(F)F 1-Methyl-3-difluoromethyl-1H-pyrazole